4-(2,6-difluoro-4-(1-(tetrahydro-2H-pyran-2-yl)-1H-pyrazol-4-yl)phenyl)-3,6-dihydropyridine-1(2H)-carboxylic acid tert-butyl ester C(C)(C)(C)OC(=O)N1CCC(=CC1)C1=C(C=C(C=C1F)C=1C=NN(C1)C1OCCCC1)F